(E)-N2-(1H-Benzo[d]imidazol-5-yl)-5-{2-[(2,4-difluorophenyl)sulfonyl]vinyl}-N4-methylpyrimidine-2,4-diamine N1C=NC2=C1C=CC(=C2)NC2=NC=C(C(=N2)NC)\C=C\S(=O)(=O)C2=C(C=C(C=C2)F)F